1-(thiophene-2-yl)ethanone oxime S1C(=CC=C1)C(C)=NO